6-chloro-N-(methylsulfonyl)-5-nitropyridine-2-carboxamide ClC1=C(C=CC(=N1)C(=O)NS(=O)(=O)C)[N+](=O)[O-]